1-(1-acetylpiperidin-4-yl)-3-(2-(difluoromethoxy)-6-methoxypyridin-3-yl)-1-(2-isopropylphenyl)urea C(C)(=O)N1CCC(CC1)N(C(=O)NC=1C(=NC(=CC1)OC)OC(F)F)C1=C(C=CC=C1)C(C)C